1-(1-Methyl-6-(1-(3-(piperidin-4-yl)propyl)piperidin-4-yl)-1H-indazol-3-yl)dihydropyrimidine-2,4(1H,3H)-dione trifluoroacetate FC(C(=O)O)(F)F.CN1N=C(C2=CC=C(C=C12)C1CCN(CC1)CCCC1CCNCC1)N1C(NC(CC1)=O)=O